di(pentachlorotetradecanoyl) peroxide ClC(C(=O)OOC(C(CCCCCCCCCCCC(Cl)(Cl)Cl)(Cl)Cl)=O)(CCCCCCCCCCCC(Cl)(Cl)Cl)Cl